benzyl 1-(2-((tert-butoxycarbonyl)amino)ethyl)cyclopropane-1-carboxylate C(C)(C)(C)OC(=O)NCCC1(CC1)C(=O)OCC1=CC=CC=C1